(5Z)-5-(1H-Benzimidazol-5-ylmethylene)-2-[[(1R)-1-(hydroxymethyl)-3-methyl-butyl]amino]-3-methyl-imidazol-4-one N1C=NC2=C1C=CC(=C2)\C=C/2\C(N(C(=N2)N[C@H](CC(C)C)CO)C)=O